OC(C=O)CCCCCC 2-hydroxyoctanal